(S)-N-((S)-1-(4-Chloropyridin-2-yl)but-3-enyl)-2-methylpropan-2-sulfinamide ClC1=CC(=NC=C1)[C@H](CC=C)N[S@@](=O)C(C)(C)C